OC1CN(CCC1)C 3-hydroxy-1-methylpiperidine